OCC=1C=C(C=CC1)/C=C/C(=O)C1=C(C=CC=C1)O (E)-3-[3-(Hydroxymethyl)phenyl]-1-(2-hydroxyphenyl)prop-2-en-1-one